C(C)(C)(C)OC(=O)N1C(OC[C@@H]1C[C@@H]1C(N(C(C1)(C)C)C(=O)OC(C)(C)C)=O)(C)C (S)-4-(((S)-1-(tert-butoxycarbonyl)-5,5-dimethyl-2-oxopyrrolidin-3-yl)methyl)-2,2-dimethyl-oxazolidine-3-carboxylic acid tert-butyl ester